N-(cyclohexyl(3-(trifluoromethyl)phenyl)methyl)-4-(trifluoromethoxy)benzenesulfonamide C1(CCCCC1)C(NS(=O)(=O)C1=CC=C(C=C1)OC(F)(F)F)C1=CC(=CC=C1)C(F)(F)F